C(C)(=O)O[C@@H]([C@@H](C=O)O)[C@@H](OC(C)=O)[C@@H](O)C 3,4-di-O-acetyl-6-deoxy-L-glucose